BrCC1(CC1)S(=O)(=O)C1CC(C1)O[Si](C(C)C)(C(C)C)C(C)C ((1r,3r)-3-((1-(Bromomethyl)cyclopropyl)sulfonyl)cyclobutoxy)triisopropylsilane